C(CCCC)(=O)OOCCCCCCC(C)C isononyl pentanoyl peroxide